N-β-alanyl-L-histidine NCCC(=O)N[C@@H](CC1=CNC=N1)C(=O)O